2-amino-3-bromo-5-(2-morpholinoethyl)benzonitrile NC1=C(C#N)C=C(C=C1Br)CCN1CCOCC1